(2,2-difluoro-1-(naphthalen-1-yl)ethyl)-2-methyl-5-nitrobenzamide FC(C(C1=CC=CC2=CC=CC=C12)C=1C(=C(C(=O)N)C=C(C1)[N+](=O)[O-])C)F